5-acetoxy-5-(4-chlorophenyl)penta-2,3-dienoic acid ethyl ester C(C)OC(C=C=CC(C1=CC=C(C=C1)Cl)OC(C)=O)=O